COC1=C(C(=O)P(CC(CC(C)(C)C)C)=O)C(=CC=C1)OC 2,6-Dimethoxybenzoyl-2,4,4-trimethylpentylphosphin oxid